Methyl 3-chloro-6-(2-chloro-5-cyano-4-(trifluoromethyl) phenyl)-5-fluoropicolinate ClC=1C(=NC(=C(C1)F)C1=C(C=C(C(=C1)C#N)C(F)(F)F)Cl)C(=O)OC